COC1=C(CNC2=NC=CC3=C(C=CC=C23)NCC23CN(C(C2)(C3)CO)C(=O)OCC3=CC=CC=C3)C=CC(=C1)OC Benzyl 4-(((1-((2,4-dimethoxybenzyl)amino)isoquinolin-5-yl)amino)methyl)-1-(hydroxymethyl)-2-azabicyclo[2.1.1]hexane-2-carboxylate